CC1=NC2=C(C=CC=C2C=C1)NC(OC(C)(C)C)=O tert-Butyl (2-methylquinolin-8-yl)carbamate